2-amino-6-borono-2-(3-(4-(3-fluorophenylcarbamoyl)piperazin-1-yl)propyl)hexanoic acid NC(C(=O)O)(CCCCB(O)O)CCCN1CCN(CC1)C(NC1=CC(=CC=C1)F)=O